C(C)(C)(C)N(C([O-])=O)CC1=CC(=CC(=C1)F)C=1C=NN(C1)C1CCCCC1.O1CCN(CC1)[NH+](N1CCOCC1)N1CCOCC1 tri-morpholinoammonium tert-Butyl-3-(1-cyclohexyl-1H-pyrazol-4-yl)-5-fluorobenzylcarbamate